(S)-2-((5-amino-6-fluoro-1H-pyrrolo[3,2-b]pyridin-2-yl)methyl)-1'-(but-2-yn-1-yl)-5-fluorospiro[isoindoline-1,3'-pyrrolidine]-2',3-dione NC1=C(C=C2C(=N1)C=C(N2)CN2C(C1=CC(=CC=C1[C@@]21C(N(CC1)CC#CC)=O)F)=O)F